(S)-N-(1-(3-(2-bromopyridin-4-yl)-1,2,4-oxadiazol-5-yl)ethyl)-1-methyl-3-(trifluoromethyl)-1H-pyrazole-5-carboxamide BrC1=NC=CC(=C1)C1=NOC(=N1)[C@H](C)NC(=O)C1=CC(=NN1C)C(F)(F)F